ethyl-4-butyl-piperidine C(C)N1CCC(CC1)CCCC